OC1=C(C=C2CCCC(C2=C1[N+](=O)[O-])=O)I 7-hydroxy-6-iodo-8-nitro-3,4-dihydronaphthalen-1(2H)-one